C(C)N1CCN(CC1)C1=C(C=CC=2OCCOC21)C 5-(4-ethylpiperazin-1-yl)-6-methyl-2,3-dihydro-1,4-benzodioxine